ClC1=CC=C(C=C1)[C@H](O)C1=NC=CC=C1 (S)-(4-chlorophenyl)(pyridin-2-yl)methanol